COCOC1=CC=C(C=C1)B(O)O [4-(methoxymethoxy)phenyl]boronic acid